seryl-L-seryl-glycine N[C@@H](CO)C(=O)N[C@@H](CO)C(=O)NCC(=O)O